COC=1C=C(C=C(C1)OC)CCC(CC#N)=O 5-(3,5-dimethoxyphenyl)-3-oxopentanenitrile